O1C=CC2=C1C=C(C=C2)C=2C=C1CCNCC1=CC2 6-(benzofuran-6-yl)-1,2,3,4-tetrahydroisoquinoline